OC(=O)C(F)(F)F.N[C@H]1CN(CC1)C1=NC(=NC2=CC(=CC=C12)N(C(C=C)=O)C)C (R)-N-(4-(3-aminopyrrolidin-1-yl)-2-methyl-quinazolin-7-yl)-N-methyl-acrylamide TFA salt